chromanyl-(chroman) O1C(CCC2=CC=CC=C12)C1OC2=CC=CC=C2CC1